N(=C=O)C1C(C(CCC1)N=C=O)C(C)C 1,3-diisocyanato-2-isopropylcyclohexane